4-[(2S,5S)-2,3-dihydro-2,5-methano-1,4-benzoxazepin-4(5H)-yl]-3,3-dimethyl-4-oxobutanenitrile O1[C@@H]2CN([C@H](C3=C1C=CC=C3)C2)C(C(CC#N)(C)C)=O